6-Chloro-5-(2-fluoro-5-hydroxy-phenyl)-7-methyl-1-([3H3]methyl)-3H-1,4-benzodiazepin-2-one ClC1=C(C=CC2=C1C(=NCC(N2C([3H])([3H])[3H])=O)C2=C(C=CC(=C2)O)F)C